ClC=1C=C(C=NC1)C1CN(C1)[C@@H]1[C@@H](CCCC1)OC=1C=C2CN(C(C2=CC1)=O)N1C(CCCC1=O)=O (5-(((cis)-2-(3-(5-chloropyridin-3-yl)azetidin-1-yl)cyclohexyl)oxy)-1-oxoisoindolin-2-yl)piperidine-2,6-dione